O1C(=CC=C1)C=CC1=NC(=NC(=N1)C(Cl)(Cl)Cl)C(Cl)(Cl)Cl 2-[2-(furan-2-yl)ethenyl]-4,6-bis(trichloromethyl)-s-triazine